2,9-dimethyl-3-(1-phenylethyl)-4H,6H-thieno[2,3-e][1,2,4]triazolo[3,4-c][1,4]oxazepine CC1=C(C2=C(N3C(COC2)=NN=C3C)S1)C(C)C1=CC=CC=C1